CC1=NC=CC=C1C1C(C1)C(=O)N 2-(2-methyl-3-pyridyl)cyclopropanecarboxamide